N-phenyl-carboxamide C1(=CC=CC=C1)NC=O